p-Tolyl pyrrolidine-1-carbodithioate N1(CCCC1)C(=S)SC1=CC=C(C=C1)C